(2-isopropyl-3-methylbutyl)aluminum C(C)(C)C(C[Al])C(C)C